(E)-4-(4-(dihexylamino)styryl)-1-(3,3,4,4,5,5,6,6,7,7,8,8,8-tridecafluorooctyl)pyridin-1-ium iodide [I-].C(CCCCC)N(C1=CC=C(/C=C/C2=CC=[N+](C=C2)CCC(C(C(C(C(C(F)(F)F)(F)F)(F)F)(F)F)(F)F)(F)F)C=C1)CCCCCC